[Mg+2].[NH-][SiH3].[NH-][SiH3] amidyl-silane magnesium